BrC=1C(=C(N)C=C(C1OC)F)F 3-bromo-2,5-difluoro-4-methoxyaniline